2-chloro-5-isopropoxy-N-(3-(methoxymethoxy)-2,6-dimethylphenyl)nicotinamide ClC1=C(C(=O)NC2=C(C(=CC=C2C)OCOC)C)C=C(C=N1)OC(C)C